2-(4'-fluoro-3'-methyl-2-(4-(4-methyl-1H-imidazol-5-yl)piperidin-1-yl)-[1,1'-biphenyl]-4-yl)ethan-1-amine FC1=C(C=C(C=C1)C1=C(C=C(C=C1)CCN)N1CCC(CC1)C1=C(N=CN1)C)C